CC1=NC=CC(=C1)C1=NC=C(C=C1C)CNC1=NN=C2N1C=NC(=C2)N2CCN(CC2)C(C)=O 4-(3-(((2',3-dimethyl-[2,4'-bipyridin]-5-yl)methyl)amino)-[1,2,4]triazolo[4,3-c]pyrimidin-7-yl)-1-acetylpiperazine